ClC1=CC=C(C=C1)C1(CC1)C(=O)NC1(CN(CCC1)C1=NN=NN1)C 1-(4-chlorophenyl)-N-(3-methyl-1-(1H-tetrazol-5-yl)piperidin-3-yl)cyclopropane-1-carboxamide